C(C)(C)(C)OC(=O)N1CCN(CC1)CCN1N=C2C3=C(CCC2=C1)OC(=C3C)C(NC[C@H]3OCCOC3)=O 4-[2-(7-{[(2R)-1,4-dioxan-2-ylmethyl]carbamoyl}-8-methyl-4,5-dihydro-2H-furo[2,3-g]indazol-2-yl)ethyl]piperazine-1-carboxylic acid tert-butyl ester